4-bromo-5-iodo-1,2,6-trimethyl-1H-benzo[d]imidazole BrC1=C(C(=CC=2N(C(=NC21)C)C)C)I